benzyl ((5-fluoro-3-((hydroxyimino)methyl)-1-(1-(cis-4-isopropylcyclohexyl)piperidin-4-yl)-1H-indol-2-yl)methyl)carbamate FC=1C=C2C(=C(N(C2=CC1)C1CCN(CC1)[C@@H]1CC[C@@H](CC1)C(C)C)CNC(OCC1=CC=CC=C1)=O)C=NO